2,3-dimethylcyclopropane-1-carboxamide formate C(=O)O.CC1C(C1C)C(=O)N